ClC=1C=C(C=CC1)C1=NC=2N(C=C1)C1=C(N2)C=CC=C1 2-(3-chlorophenyl)benzo[4,5]imidazo[1,2-a]pyrimidine